[C@H]12CN(C[C@H](CC1)N2)C=2C1=C(N=CN2)C(=C(N=C1)C1=CC=CC2=CC=CC(=C12)Cl)F 4-((1R,5S)-3,8-diazabicyclo[3.2.1]octan-3-yl)-7-(8-chloronaphthalen-1-yl)-8-fluoropyrido[4,3-d]pyrimidin